C(C1=CC=CC=C1)OC=1C=C(C=CC1)C1=CN(C=2N=CN=C(C21)N)[C@@H]2C[C@H](C2)CN2CCCC2 5-(3-benzyloxyphenyl)-7-[trans-3-[(pyrrolidine-1-yl)methyl]cyclobutyl]-7H-pyrrolo[2,3-D]pyrimidine-4-amine